4-nitro-N-(1,3-diphenyl-1H-pyrazol-5-yl)benzamide [N+](=O)([O-])C1=CC=C(C(=O)NC2=CC(=NN2C2=CC=CC=C2)C2=CC=CC=C2)C=C1